N1C=C(CC2=CC=CC=C12)C(=O)NN 1,4-dihydroquinoline-3-carbohydrazide